C(C)(=O)OCC(CC(CCCCCCCC=CCCCCC)=O)O 1-acetoxy-2-hydroxy-4-oxooctadec-12-ene